ClC(C1=NC(=NO1)C1=CC=C(C=C1)NC=1C(C(C1N1CC(CC1)OC)=O)=O)(F)F 3-((4-(5-(chlorodifluoromethyl)-1,2,4-oxadiazol-3-yl)phenyl)amino)-4-(3-methoxypyrrolidin-1-yl)cyclobut-3-ene-1,2-dione